3-propyl-1,5-dioxanone C(CC)C1C(OCOC1)=O